(E)-N'-(1-(Pyridin-2-yl)ethylidene)benzo[b]thiophene-2-carbohydrazide N1=C(C=CC=C1)\C(\C)=N\NC(=O)C1=CC2=C(S1)C=CC=C2